C(CC1=CC=CC=C1)O[C@@H]1[C@H](C1)C(=O)OCC ethyl (1S,2S)-2-phenethoxycyclopropane-1-carboxylate